[N+](=O)([O-])C=1C=C(OC2=NC(=NC(=C2)C(F)(F)F)SCC(=O)NC(NC2=CC=C(C=C2)CC)=O)C=CC1 ((4-(3-Nitrophenoxy)-6-(trifluoromethyl)pyrimidin-2-yl)thio)-N-((4-ethylphenyl)carbamoyl)acetamide